C(C)N(C1=C(C(=NC=N1)NC[C@@H]1[C@H](CN(CC1)CC(=O)N)O)F)CC1(CCC(CC1)C(F)(F)F)F 2-((3R,4R)-4-(((6-(ethyl((1-fluoro-4-(trifluoromethyl)cyclohexyl)methyl)amino)-5-fluoropyrimidin-4-yl)amino)methyl)-3-hydroxypiperidin-1-yl)acetamide